4-[[2-(cyclopropylmethyl)-4-[3-[2-(1-methyl-3-piperidyl)ethynyl]phenyl]-1H-pyrrol-3-yl]methyl]-2-fluoro-benzenesulfonamide C1(CC1)CC=1NC=C(C1CC1=CC(=C(C=C1)S(=O)(=O)N)F)C1=CC(=CC=C1)C#CC1CN(CCC1)C